3-Ethyl-1-((2-(trimethylsilyl)ethoxy)methyl)-1H-indazol-5-ol C(C)C1=NN(C2=CC=C(C=C12)O)COCC[Si](C)(C)C